CN1N=CC=C1S(=O)(=O)C1(CCC1)C1CCN(CC1)C(=O)NC1=CN=NC=C1 4-(1-((1-methyl-1H-pyrazol-5-yl)sulfonyl)cyclobutyl)-N-(pyridazin-4-yl)piperidine-1-carboxamide